C1(=CC=CC=C1)C=1C(=CSC1C(F)(F)F)S(=O)(=O)NC1=C(N=CS1)C(=O)O 5-{[4-phenyl-5-(trifluoromethyl)thiophen-3-yl]sulfonylamino}-1,3-thiazole-4-carboxylic acid